COC(C1=C(C=CC(=C1)N1C[C@@H](N(CC1)CC)C)C)=O (S)-5-(4-ethyl-3-methylpiperazin-1-yl)-2-methylbenzoic acid methyl ester